N1(CCCC1)C1=NC=CC=C1SC=1N=C2C(=NC1)NC(=N2)N2CCC1(CC2)[C@@H](C2=CC=CC=C2C1)N (S)-1'-(5-((2-(pyrrolidin-1-yl)pyridin-3-yl)thio)-1H-imidazo[4,5-b]pyrazin-2-yl)-1,3-dihydrospiro[indene-2,4'-piperidin]-1-amine